COC1=CC=C(CNC=2C=3N(C4=CC=CC=C4N2)C=NC3)C=C1 4-((4-methoxybenzyl)amino)imidazo[1,5-a]quinoxaline